BrC1=CC=2C(C3=CC(=CC=C3C2C=C1)OCCCCCCC)(CCCCCCCC)CCCCCCCC 2-bromo-7-(heptyloxy)-9,9-dioctyl-9H-fluorene